2-(4-acetylpiperazin-1-yl)pyridine-5-boronic acid pinacol ester C(C)(=O)N1CCN(CC1)C1=NC=C(C=C1)B1OC(C)(C)C(C)(C)O1